C(C)(C)(C)OC(NC1CC=C(CC1)C1=CC(=CC=2CCOC21)NC2=NC(=CC(=N2)C)NC)=O tert-butyl-N-[4-[5-[[4-methyl-6-(methylamino)pyrimidin-2-yl] amino]-2,3-dihydrobenzofuran-7-yl]cyclohex-3-en-1-yl]carbamate